(R)-7-((3-(8-amino-6-methylpyrido[3,4-d]pyrimidin-2-yl)phenyl)ethynyl)-6,7-dihydro-5H-cyclopenta[b]pyridin-7-ol NC1=NC(=CC2=C1N=C(N=C2)C=2C=C(C=CC2)C#C[C@@]2(CCC=1C2=NC=CC1)O)C